ClC1=C(C=CC(=C1)C1=NC(=CN=C1)OCC)NC(C(C)(C)C1=NC(=NC=C1)NS(=O)(=O)C1CC1)=O N-(2-chloro-4-(6-ethoxypyrazin-2-yl)phenyl)-2-(2-(cyclopropanesulfonylamino)pyrimidin-4-yl)-2-methylpropanamide